FC1(CCN(CC1)C1=C(C=CC(=N1)NC(C1=C(C=C(C=C1)NS(=O)(=O)CCO)N1CCC2(CC2)CC1)=O)C=1C(=NN(C1C)C)C)F N-(6-(4,4-difluoropiperidin-1-yl)-5-(1,3,5-trimethyl-1H-pyrazol-4-yl)pyridin-2-yl)-4-(2-hydroxyethylsulfonylamino)-2-(6-azaspiro[2.5]oct-6-yl)benzamide